[Ru+2].CC1=CC(=CC(=C1)C)C (2,4,6-trimethylbenzene) ruthenium (II)